C12C(OC3CC(CC31)C2)=O 3-oxatricyclo[4.2.1.04,8]nonane-2-one